β-Methylnaphthyl Ketone CC1=C(C2=CC=CC=C2C=C1)C(=O)C1=C(C=CC2=CC=CC=C12)C